4-ISOCYANO-3-CHLOROBENZOTRIFLUORIDE [N+](#[C-])C1=C(C=C(C=C1)C(F)(F)F)Cl